OC[C@@H]1N(CCCCC1)C(=O)OC(C)(C)C tert-butyl (R)-2-(hydroxymethyl)azepane-1-carboxylate